bis(3,5-difluorophenyl)fluoroborane FC=1C=C(C=C(C1)F)B(F)C1=CC(=CC(=C1)F)F